NC1=CC2=C(N(C(=N2)CC[C@@H](C(=O)N[C@H](C(=O)OCC)CC(C)C)NC(=O)OC(C)(C)C)C2=CC=CC=C2)C=C1 ethyl (2S)-2-[[(2S)-4-(5-amino-1-phenyl-benzimidazol-2-yl)-2-(tert-butoxycarbonylamino)butanoyl]amino]-4-methyl-pentanoate